ClC1=NC=C(C(=C1)NC1CCC(CC1)(O)C)C#CCN1CCOCC1 (1s,4s)-4-((2-Chloro-5-(3-morpholinoprop-1-yn-1-yl)pyridin-4-yl)amino)-1-methylcyclohexan-1-ol